2-(4-bromo-2-fluorophenyl)-N4-(5-cyclopropyl-1H-pyrazol-3-yl)quinazoline-2,4-diamine BrC1=CC(=C(C=C1)C1(NC2=CC=CC=C2C(=N1)NC1=NNC(=C1)C1CC1)N)F